1-(3,5-dichloro-4-((6-(methylamino)pyrimidin-4-yl)oxy)phenyl)-3-(3-(trifluoromethyl)phenyl)urea ClC=1C=C(C=C(C1OC1=NC=NC(=C1)NC)Cl)NC(=O)NC1=CC(=CC=C1)C(F)(F)F